2-(methylamino)-N-(phenylsulfonyl)acetamide hydrochloride Cl.CNCC(=O)NS(=O)(=O)C1=CC=CC=C1